CC1(C(CC1)NC(=O)C=1N=CSC1C)C N-(2,2-dimethylcyclobutyl)-5-methyl-thiazole-4-carboxamide